OC1=C2CCCC2=CC(=C1C1=NN=CC(N1C)=O)COC 3-[4-hydroxy-6-(methoxymethyl)indan-5-yl]-4-methyl-1,2,4-triazin-5-one